CCCCC/C=C\\C/C=C\\C/C=C\\C/C=C\\C/C=C\\CCCCCCCCCCCCCCCCCCC(=O)SCCNC(=O)CCNC(=O)[C@@H](C(C)(C)COP(=O)(O)OP(=O)(O)OC[C@@H]1[C@H]([C@H]([C@@H](O1)N2C=NC3=C(N=CN=C32)N)O)OP(=O)(O)O)O The molecule is an unsaturated fatty acyl-CoA that results from the formal condensation of the thiol group of coenzyme A with the carboxy group of (20Z,23Z,26Z,29Z,32Z)-octatriacontapentaenoic acid. It is an unsaturated fatty acyl-CoA and an ultra-long-chain fatty acyl-CoA. It derives from a (20Z,23Z,26Z,29Z,32Z)-octatriacontapentaenoic acid. It is a conjugate acid of a (20Z,23Z,26Z,29Z,32Z)-octatriacontapentaenoyl-CoA(4-).